1-cyclopropylpiperidin-3-amine C1(CC1)N1CC(CCC1)N